4-vinyloxyl-1-butene C(=C)OCCC=C